BrC1=CC=C(OCC2OC(COC2)OC)C=C1 2-((4-bromophenoxy)methyl)-6-methoxy-1,4-dioxane